N,5-dimethyl-N-((4-(pyridin-2-yl)-1H-imidazol-2-yl)methyl)-1H-indazole-7-sulfonamide CN(S(=O)(=O)C=1C=C(C=C2C=NNC12)C)CC=1NC=C(N1)C1=NC=CC=C1